((S)-1-((3R,5S)-5-carbamoyl-2'-oxo-1',2'-dihydrospiro[pyrrolidine-3,3'-pyrrolo[2,3-b]pyridin]-1-yl)-3-(4-fluorophenyl)-1-oxopropan-2-yl)(methyl-d3)carbamic acid tert-butyl ester C(C)(C)(C)OC(N(C([2H])([2H])[2H])[C@H](C(=O)N1C[C@@]2(C(NC3=NC=CC=C32)=O)C[C@H]1C(N)=O)CC1=CC=C(C=C1)F)=O